O=C1NCCC1NC(OC(C)(C)C)=O tert-butyl (2-oxopyrrolidin-3-yl)carbamate